N-(4-([1,2,4]triazolo[1,5-a]pyridin-7-yloxy)-3-methylphenyl)-5-(piperidin-4-yl)imidazo[5,1-f][1,2,4]triazin-4-amine N=1C=NN2C1C=C(C=C2)OC2=C(C=C(C=C2)NC2=NC=NN1C2=C(N=C1)C1CCNCC1)C